ethyldiamino-diisopropylamine C(C)N(C(CN)(C)N)C(C)C